N-(2-(anti-4,4-difluoro-2-methylcyclohexyl)-4-(2,5-difluorophenyl)pyridin-3-yl)-2-isopropylpyrimidine-5-carboxamide FC1(CC(C(CC1)C1=NC=CC(=C1NC(=O)C=1C=NC(=NC1)C(C)C)C1=C(C=CC(=C1)F)F)C)F